C(CCC)N1C(N(C(CC1=O)=O)C1=CC=C(C=C1)CN1C(N(C(C1(C)C)=O)COCC[Si](C)(C)C)=O)=O 1-Butyl-3-(4-((5,5-dimethyl-2,4-dioxo-3-((2-(trimethylsilyl)ethoxy)methyl)imidazolidin-1-yl)methyl)phenyl)pyrimidine-2,4,6(1H,3H,5H)-trione